2-aminoethanesulphonamide NCCS(=O)(=O)N